7-(4-{[trans-4-{[4-(pentafluoro-λ6-sulfanyl)phenyl]amino}cyclohexyl]sulfonyl}phenyl)-1H,2H,3H,4H-pyrrolo[1,2-a]pyrazin-1-one FS(C1=CC=C(C=C1)N[C@@H]1CC[C@H](CC1)S(=O)(=O)C1=CC=C(C=C1)C=1C=C2N(CCNC2=O)C1)(F)(F)(F)F